(R)-5-(5-methyl-3-((1-(methyl-d3)piperidin-3-yl)amino)-1,2,4-triazine-6-yl)benzothiophene-4-ol CC=1N=C(N=NC1C1=CC=C2C(C=CS2)=C1O)N[C@H]1CN(CCC1)C([2H])([2H])[2H]